C(C)(C)(C)OC(=O)N1CCC(CC1)(C(=O)O)OC1=C(C=C(C=C1)F)F (tert-butoxycarbonyl)-4-(2,4-difluorophenoxy)piperidine-4-carboxylic acid